3-((cyanomethyl)sulfonyl)-N-((2-(6-((cis)-2,6-dimethylmorpholino)pyridin-2-yl)-1,6-naphthyridin-7-yl)methyl)benzamide C(#N)CS(=O)(=O)C=1C=C(C(=O)NCC2=NC=C3C=CC(=NC3=C2)C2=NC(=CC=C2)N2C[C@@H](O[C@@H](C2)C)C)C=CC1